CC1=NC(=CC(=C1)C=1NC2=CC(=C(C=C2C1C(C)C)C1CCN(CC1)C(C)=O)F)C 1-(4-(2-(2,6-dimethylpyridin-4-yl)-6-fluoro-3-isopropyl-1H-indol-5-yl)piperidin-1-yl)ethan-1-one